ClC=1N=C(C2=C(N1)N(C=C2)[C@H]2[C@@H]([C@@H]([C@H](O2)CS(=O)(=O)CP(O)(=O)OCOC(=O)OC(C)C)O)O)NC2CCCC2 [(2S,3S,4R,5R)-5-[2-chloro-4-(cyclopentyl-amino)pyrrolo[2,3-d]-pyrimidin-7-yl]-3,4-dihydroxy-tetrahydro-furan-2-yl]methyl-sulfonylmethyl-(isopropoxycarbonyl-oxymethoxy)phosphinic acid